CS(=O)(=O)C1=C(C=CC=C1)B(O)O (2-methylsulfonyl-phenyl)boronic acid